ClC1=NC=C(C(=N1)C#N)O[C@@H]1C[C@H](CCC1)C(=O)OC Methyl (1S,3S)-3-((2-chloro-4-cyanopyrimidin-5-yl)oxy)cyclohexanecarboxylate